4-vinylbenzyl-pentafluorophenol C(=C)C1=CC=C(COC2=C(C(=C(C(=C2F)F)F)F)F)C=C1